C(C)(=O)OCC(CNC(C1=CC(=C(C(=C1)C)OCCOC[C@@H](COCC=C)NC(=O)C1COCCC1)C)=O)OC(C)=O 3-(4-(2-((2R)-3-(allyloxy)-2-(tetrahydro-2H-pyran-3-carboxamido)propoxy)ethoxy)-3,5-dimethylbenzamido)propane-1,2-diyl diacetate